FC(C1=CC=C(OC2=CC=CC=C2)C=C1)(F)F 4-[4-(trifluoromethyl)phenoxy]benzene